C(C=C)[Si](O[Si](C1=CC=CC=C1)(C1=CC=CC=C1)C1=CC=CC=C1)(O[Si](C1=CC=CC=C1)(C1=CC=CC=C1)C1=CC=CC=C1)O[Si](C1=CC=CC=C1)(C1=CC=CC=C1)C1=CC=CC=C1 allyl-tris(triphenylsiloxy)silane